[Na].[Na].OC1=CC=C(C=C1)C(C)(C)C1=CC=C(C=C1)O 2,2-bis(4-hydroxyphenyl)propane disodium salt